ClC=1C=NC(=NC1)N1CCC(CC1)CCCOC1=CC(=C(C=C1)CC(=O)N1CCC(CC1)C(=O)NCC(CO)(CO)O)F 1-[2-[4-(3-[1-(5-chloropyrimidin-2-yl)-4-piperidyl]propoxy)-2-fluoro-phenyl]acetyl]-N-[2,3-dihydroxy-2-(hydroxymethyl)propyl]piperidine-4-carboxamide